ClC=1C=C(C=NC1)C1CN(C1)[C@H]1[C@@H](CCCC1)OC=1C=C2CN(C(C2=CC1)=O)N1C(CCCC1=O)=O (5-(((trans)-2-(3-(5-chloropyridin-3-yl)azetidin-1-yl)cyclohexyl)oxy)-1-oxoisoindolin-2-yl)piperidine-2,6-dione